NC1=NN(C2=C1C(NC=1C=NC=CC21)=O)CC2=CC=C(C=C2)OC 3-Amino-1-(4-methoxybenzyl)-1,5-dihydro-4H-pyrazolo[4,3-c][1,7]naphthyridin-4-one